(7-(2-(4-(6-Fluorobenzo[b]thiophen-4-yl)piperazin-1-yl)ethyl)-2-oxo quinolin-1(2H)-yl)methyl phenyl carbonate C(OCN1C(C=CC2=CC=C(C=C12)CCN1CCN(CC1)C1=CC(=CC=2SC=CC21)F)=O)(OC2=CC=CC=C2)=O